tert-butyl N-(6-chloro-3-formyl-2-pyridyl)carbamate ClC1=CC=C(C(=N1)NC(OC(C)(C)C)=O)C=O